N-[6-(2,2-difluoroethoxy)-5-fluoro-2-methoxy-3-pyridyl]-6-(oxetan-3-yl)pyrazolo[1,5-a]pyridine-3-sulfonamide FC(COC1=C(C=C(C(=N1)OC)NS(=O)(=O)C=1C=NN2C1C=CC(=C2)C2COC2)F)F